BrC=1C=C(C=CC1)C(C1=NN=CN1C)C1CC2(COC2)C1 3-[(3-bromophenyl)(2-oxaspiro[3.3]heptane-6-yl)methyl]-4-methyl-1,2,4-triazole